C(C)N1C(CC2C1=NC1=C(N3C2=CC2=CC=CC=C32)C=CC=C1)=O 11-Ethyl-13,13a-dihydrobenzo[2,3]pyrrolo[2',3':5,6][1,4]diazepino[1,7-a]indol-12(11H)-one